tert-butyl (2S,4R)-4-methoxy-1-methylpyrrolidine-2-carboxylate CO[C@@H]1C[C@H](N(C1)C)C(=O)OC(C)(C)C